4-(Benzyloxy)-N-[3-(3-cyclohexylpropoxy)phenyl]-2-(propan-2-yl)aniline C(C1=CC=CC=C1)OC1=CC(=C(NC2=CC(=CC=C2)OCCCC2CCCCC2)C=C1)C(C)C